CNCCCO 3-(methylamino)propan-1-ol